C[C@@H]1CN(C[C@@H](O1)C)C(=O)C=1C2=C(N(N1)CC(=O)N1CC(CCC1)C1=C(C(=CC=C1)F)C)CCC2 2-{3-[(2R,6S)-2,6-Dimethylmorpholin-4-carbonyl]-5,6-dihydrocyclopenta[c]pyrazol-1(4H)-yl}-1-[3-(3-fluoro-2-methylphenyl)piperidin-1-yl]ethan-1-on